C(CCCCCCC\C=C/CCCCCCCC)(=O)O.[Na+].C(CCCCCCC\C=C/CCCCCCCC)(=O)[O-].C(CCCCCCC\C=C/CCCCCCCC)(=O)[O-].[Na+] sodium sesquioleate